2-chloro-1,3,5-trimethoxybenzene ClC1=C(C=C(C=C1OC)OC)OC